FC1(C[C@@H](NC[C@H]1C)C=1C=CC2=C(N=CS2)C1)F |r| rac-5-[(2R,5R)-4,4-difluoro-5-methyl-2-piperidyl]-1,3-benzothiazole